O1CCNC(C2=C1C=CC=C2)=O 3,4-dihydro-1,4-benzooxazepin-5(2H)-one